6-(3-amino-6-bromo-5-fluoropyrazin-2-yl)-8-fluoro-3,4-dihydroisoquinolin-1(2H)-one NC=1C(=NC(=C(N1)F)Br)C=1C=C2CCNC(C2=C(C1)F)=O